5-oxo-1-phenylpentanyl acetate C(C)(=O)OC(CCCC=O)C1=CC=CC=C1